C(C)(C)(C)OC(C[C@@H](C(=O)NCCC1=CC(=NO1)C)N)=O (S)-3-amino-4-((2-(3-methylisoxazol-5-yl)ethyl)amino)-4-oxobutanoic acid tert-butyl ester